(3-chloro-2,4-dimethyl-5,7-dihydropyrrolo[3,4-b]pyridin-6-yl)-[(3R)-1-[6-(trifluoromethyl)-3-pyridinyl]pyrrolidin-3-yl]methanone ClC=1C(=C2C(=NC1C)CN(C2)C(=O)[C@H]2CN(CC2)C=2C=NC(=CC2)C(F)(F)F)C